C(C)OC(CCC(=O)C1=NC(=CC=C1O)CC1=CC=C(C=C1)C#N)=O 4-[6-(4-Cyano-benzyl)-3-hydroxy-pyridin-2-yl]-4-oxo-butyric acid ethyl ester